COC=1C=C(C[C@@H]2[C@@H]([C@H](OC2)C2=CC(=C(C=C2)OC)OC)COC(=O)C2=CC3=CC=CC=C3C=C2)C=CC1OC ((2S,3R,4R)-4-(3,4-dimethoxybenzyl)-2-(3,4-dimethoxyphenyl)tetrahydrofuran-3-yl)methyl-2-naphthoate